3-[[(2S,6R)-2-[[bis(4-methoxyphenyl)-phenyl-methoxy]methyl]-4-hexadecyl-6-(5-methyl-2,4-dioxo-pyrimidin-1-yl)morpholin-2-yl]methoxy-(diisopropylamino)phosphanyl]-oxy-propanenitrile COC1=CC=C(C=C1)C(OC[C@@]1(CN(C[C@@H](O1)N1C(NC(C(=C1)C)=O)=O)CCCCCCCCCCCCCCCC)COP(OCCC#N)N(C(C)C)C(C)C)(C1=CC=CC=C1)C1=CC=C(C=C1)OC